C(#N)C=1C=CC=2C(N(C=3N(C2N1)N=CC3C3CC3)CC(=O)NC3=NC=C(C=C3)F)=O 2-(8-cyano-3-cyclopropyl-5-oxopyrazolo[1,5-a]pyrido[3,2-e]pyrimidin-4(5H)-yl)-N-(5-fluoropyridin-2-yl)acetamide